4-(4-maleimidophenyl)-butyric acid C1(C=CC(N1C1=CC=C(C=C1)CCCC(=O)O)=O)=O